ClC=1C=C(C=CC1F)NC(N(CC1=CNC(C2=CC=CC=C12)=O)CC1CC1)=O (R)-3-(3-chloro-4-fluorophenyl)-1-(cyclopropylmethyl)-1-((1-oxo-1,2-dihydroisoquinolin-4-yl)methyl)urea